2-(1-ethyl-3-methyl-1H-pyrazole-5-carboxamido)-3-(2-oxoethyl)-3,4-dihydro-5-oxa-1,2a-diazaacenaphthylene-7-carboxamide C(C)N1N=C(C=C1C(=O)NC1=NC=2C=C(C=C3OCC(N1C23)CC=O)C(=O)N)C